ClC1=CC=C(C=C1)N1CC(CC1=O)C(=O)NCC=1C=NC(=CC1)Cl 1-(4-chlorophenyl)-N-[(6-chloropyridin-3-yl)methyl]-5-oxopyrrolidine-3-carboxamide